2,9-dimethylhexadecanolactam CC1C(=O)NCCCCCCCC(CCCCCC1)C